NC1=NC=NN2C1=C(C=C2C=2C=C(C(=O)N[C@@H]1CN(C[C@@H]1F)C(C(CC)(C(F)(F)F)O)=O)C=C(C2)F)C(F)(F)F 3-[4-amino-5-(trifluoromethyl)pyrrolo-[2,1-f][1,2,4]triazin-7-yl]-5-fluoro-N-[(3R,4S)-4-fluoro-1-[2-hydroxy-2-(trifluoromethyl)butanoyl]pyrrolidin-3-yl]benzamide